ClC=1C=C(C(=O)NC2CC23CCN(CC3)CCC3=CC=C(C=C3)C(F)(F)F)C=C(C1)Cl 3,5-Dichloro-N-(6-(4-(trifluoromethyl)phenethyl)-6-azaspiro[2.5]octan-1-yl)benzamide